2-((tert-butoxycarbonyl)(3-methyl-4-nitrophenyl)amino)ethyl acetate C(C)(=O)OCCN(C1=CC(=C(C=C1)[N+](=O)[O-])C)C(=O)OC(C)(C)C